1-(6-(4-((5-Chloro-6-phenoxypyridin-3-yl)amino)pyrido[3,2-d]pyrimidin-6-yl)-1,6-diazaspiro[3.3]heptan-1-yl)prop-2-en-1-one ClC=1C=C(C=NC1OC1=CC=CC=C1)NC=1C2=C(N=CN1)C=CC(=N2)N2CC1(CCN1C(C=C)=O)C2